(S)-2-chloro-4-(2-(hydroxymethyl)pyrrolidin-1-yl)-5H-pyrrolo[3,4-d]pyrimidine-6(7H)-carboxylic acid tert-butyl ester C(C)(C)(C)OC(=O)N1CC=2N=C(N=C(C2C1)N1[C@@H](CCC1)CO)Cl